4-phenyl-2-(4-bromophenyl)-6-(trifluoromethyl)pyridine C1(=CC=CC=C1)C1=CC(=NC(=C1)C(F)(F)F)C1=CC=C(C=C1)Br